5-(tetrahydro-2H-pyran-4-yl)-N-(2-(4-(thiazol-5-ylmethyl)piperazin-1-yl)-5-(trifluoromethyl)phenyl)furan-2-carboxamide O1CCC(CC1)C1=CC=C(O1)C(=O)NC1=C(C=CC(=C1)C(F)(F)F)N1CCN(CC1)CC1=CN=CS1